C(C)(=O)OCC\C=C\CCC\C=C/CCCCC (E,Z)-3,8-tetradecadienyl acetate